boron magnesium sulfate S(=O)(=O)([O-])[O-].[Mg+2].[B+3]